FC(C=1C=C(C=C(C1)C(F)(F)F)C1=NN(C=N1)\C=C/C(=O)N1N(C(CC1)=O)CC(=O)N)(F)F (Z)-2-(2-(3-(3-(3,5-bis(trifluoromethyl)phenyl)-1H-1,2,4-triazol-1-yl)acryloyl)-5-oxopyrazolidin-1-yl)acetamide